3-({3-[(2S)-2-(4-chlorophenyl)-2-hydroxyethyl]-1,2,4-oxadiazol-5-yl}methyl)-4-oxo-3H,4H-thieno[2,3-d]pyrimidine-5-carboxamide ClC1=CC=C(C=C1)[C@H](CC1=NOC(=N1)CN1C=NC2=C(C1=O)C(=CS2)C(=O)N)O